OC1=CC=C(C=C1)C1(C2C3CCCC3C(C1)C2)C2=CC=C(C=C2)O 5,5-bis(4-hydroxy-phenyl)hexahydro-4,7-methanoindane